C1(=CC=CC=C1)C1=C2C(=NC=C1[Si](C)(C)C)CC=1C=CC=CC12 4-phenyl-3-trimethylsilyl-9H-indeno[2,1-b]pyridine